BrC1=CC(=CC=2N(N=NC21)COCC[Si](C)(C)C)S(=O)(=O)N2CCC(CC2)C2=CC=CC=C2 2-[[4-bromo-6-[(4-phenyl-1-piperidyl)sulfonyl]benzotriazol-1-yl]methoxy]ethyl-trimethyl-silane